4-(3-((R)-1-(4-amino-3-methyl-1H-pyrazolo[3,4-d]pyrimidin-1-yl)ethyl)-5-chloro-2-ethoxy-6-fluorophenyl)pyrrolidin-2-one NC1=C2C(=NC=N1)N(N=C2C)[C@H](C)C=2C(=C(C(=C(C2)Cl)F)C2CC(NC2)=O)OCC